C/C/1=C\\CC(=O)/C(=C/C[C@H]([C@]2([C@@H](O2)[C@@H]3[C@@H]([C@@H](C1)OC(=O)C)C(=C)C(=O)O3)C)OC(=O)C)/C The molecule is a cembrane diterpenoid with cytotoxic activity isolated from the soft coral Lobophytum michaelae. It has a role as an antineoplastic agent and a coral metabolite. It is a gamma-lactone, an acetate ester, a cembrane diterpenoid, an epoxide, a macrocycle and a cyclic terpene ketone.